C(C)(C)(C)OC(CC1(CC2=CC=CC=C2C1)C(=O)O)=O 2-(2-tert-butoxy-2-oxoethyl)indane-2-carboxylic acid